C(C)(C)(C)C=1OC2=C(N1)C1=C(C3=C(O1)C(=CC=C3)C3=NC1=C(N3C3=C(C=CC=C3C(C)C)C(C)C)C=CC=C1)C=C2 2-(tert-butyl)-9-(1-(2,6-diisopropylphenyl)-1H-benzo[d]imidazol-2-yl)benzo[2,3]benzofuro[7,6-d]oxazole